BrC1=CC(=C2C(=N1)C=C(N2COCC[Si](C)(C)C)C(=O)OCC)Cl Ethyl 5-bromo-7-chloro-1-((2-(trimethylsilyl)ethoxy)methyl)-1H-pyrrolo[3,2-b]pyridine-2-carboxylate